(Z)-3-((3-butyl-5-(4-fluorophenyl)-2-(4-methoxybenzyl)-7-(methylthio)-1,1-dioxido-2,3,4,5-tetrahydro-1,2,5-benzothiadiazepin-8-yl)oxy)-2-fluoroacrylic acid ethyl ester C(C)OC(/C(=C/OC1=CC2=C(N(CC(N(S2(=O)=O)CC2=CC=C(C=C2)OC)CCCC)C2=CC=C(C=C2)F)C=C1SC)/F)=O